(1r,4r)-N1-Isopropyl-N4-(5-methyl-4-(6-(pyrimidin-5-ylamino)imidazo[1,2-a]pyridin-3-yl)pyrimidin-2-yl)cyclohexane-1,4-diamine C(C)(C)NC1CCC(CC1)NC1=NC=C(C(=N1)C1=CN=C2N1C=C(C=C2)NC=2C=NC=NC2)C